The molecule is an isoquinoline alkaloid that is emetan substituted by methoxy groups at positions 7' and 11 and hydroxy groups at positions 1', 6' and 10'. Isolated from Psychotria klugii, it exhibits antileishmanial and antiplasmodial activities. It has a role as a metabolite, an antileishmanial agent and an antiplasmodial drug. It is an isoquinoline alkaloid, a pyridoisoquinoline, an isoquinolinol and a tertiary alcohol. It derives from a hydride of an emetan. CC[C@H]1CN2CCC3=CC(=C(C=C3[C@@H]2C[C@@H]1C[C@@]4(C5=CC(=C(C=C5CCN4)O)OC)O)OC)O